N,N'-bis[2,6-bis(benzhydryl)-4-methylphenyl]-5-phenyl-acenaphthylene-1,2-diimine C(C1=CC=CC=C1)(C1=CC=CC=C1)C1=C(C(=CC(=C1)C)C(C1=CC=CC=C1)C1=CC=CC=C1)N=C1C(C2=CC=C(C3=CC=CC1=C23)C2=CC=CC=C2)=NC2=C(C=C(C=C2C(C2=CC=CC=C2)C2=CC=CC=C2)C)C(C2=CC=CC=C2)C2=CC=CC=C2